methyl 2'-formyl-5'-methoxy-6-methyl-[4,4'-bipyridine]-3-carboxylate C(=O)C1=NC=C(C(=C1)C1=C(C=NC(=C1)C)C(=O)OC)OC